(3,3-Difluoro-4-hydroxy-piperidin-1-yl)-[3-(4-fluoro-pyridin-2-ylamino)-1-(2,2,2-trifluoro-ethyl)-1H-pyrazolo[4,3-c]pyridin-6-yl]-methanone FC1(CN(CCC1O)C(=O)C1=CC2=C(C=N1)C(=NN2CC(F)(F)F)NC2=NC=CC(=C2)F)F